CN(CCOC=1C=CC(=C(C(=O)N[C@H](C)C2=CC(=CC(=C2)C=2C=NN(C2)C2COC2)C2=NN(C=C2)C)C1)C)C (R)-5-(2-(dimethylamino)ethoxy)-2-methyl-N-(1-(3-(1-methyl-1H-pyrazol-3-yl)-5-(1-(oxetan-3-yl)-1H-pyrazol-4-yl)phenyl)ethyl)benzamide